1-(2-Methoxy-ethyl)-1H-pyrazole-4-carboxylic acid [7-methoxy-4-(tetrahydro-pyran-4-yl)-1H-benzoimidazol-2-yl]-amide COC1=CC=C(C2=C1NC(=N2)NC(=O)C=2C=NN(C2)CCOC)C2CCOCC2